2-(6-(((R)-1-((1s*,3S*)-3-aminocyclobutyl)piperidin-3-yl)amino)-4-methylpyridazin-3-yl)-5-(trifluoromethyl)phenol NC1CC(C1)N1C[C@@H](CCC1)NC1=CC(=C(N=N1)C1=C(C=C(C=C1)C(F)(F)F)O)C